nickel(III) phosphate P(=O)([O-])([O-])[O-].[Ni+3]